O1[C@H](COCC1)COC=1C=NC=CC1C1=C(C=2C(NCCC2N1)=O)NC1=C(C(=CC=C1)F)OC 2-(3-{[(2R)-1,4-dioxan-2-yl]methoxy}pyridin-4-yl)-3-(3-fluoro-2-methoxyanilino)-1,5,6,7-tetrahydro-4H-pyrrolo[3,2-c]pyridin-4-one